tungsten carbon [C].[W]